O-(((2R,3R,4R,5R)-5-(6-benzoylamino-9H-purin-9-yl)-4-fluoro-3-((triethylsilyl) oxy) tetrahydrofuran-2-yl) methyl) thiophosphate P(=S)(OC[C@H]1O[C@H]([C@@H]([C@@H]1O[Si](CC)(CC)CC)F)N1C2=NC=NC(=C2N=C1)NC(C1=CC=CC=C1)=O)([O-])[O-]